(M)-6-Chloro-4-[(2S,5R)-2,5-dimethyl-4-prop-2-enoyl-piperazin-1-yl]-7-(2-ethylphenyl)-1-(2-isopropyl-4-methyl-3-pyridyl)pyrido[2,3-d]pyrimidin-2-one ClC1=CC2=C(N(C(N=C2N2[C@H](CN([C@@H](C2)C)C(C=C)=O)C)=O)C=2C(=NC=CC2C)C(C)C)N=C1C1=C(C=CC=C1)CC